2-methyl-2-propenenitrile CC(C#N)=C